Benzonitrile Sulfite S(=O)(O)O.C(C1=CC=CC=C1)#N